N1C=NC(=C1)CNCC=1N=CNC1 bis((1H-imidazol-4-yl)methyl)amine